C(CCCCCCC)OC(C=C)=O.C(C=C)(=O)O acrylic acid octyl-acrylate